N1-methylcyclohexaane-1,2-diamine CNC1C(CCCC1)N